dimethyl-6,7,8,9-tetrahydro-1H-imidazo[4,5-c]quinolin-1-ethanol CC1=NC=2CCCCC2C2=C1N=C(N2CCO)C